CC(CC(=O)NC1=C(C=C(C=C1)NCC1=CC=C(C=C1)C(F)(F)F)N1CCCCC1)(C)C 3,3-Dimethyl-N-(2-(piperidin-1-yl)-4-((4-(trifluoromethyl)benzyl)amino)phenyl)butanamid